[Mg+2].C(CCCCCCCCCCCCC)(=O)[O-].C(CCCCCCCCCCCCC)(=O)[O-] Myristic acid magnesium salt